ClC1=CC=C2C=3C=CC=CC3C3(C=4C=CC=CC4C4=C(SC(=C43)C4=CC=CC=C4)C4=CC=CC=C4)C2=C1 7-Chloro-1',3'-diphenylspiro[fluoren-9,8'-indeno[1,2-c]thiophen]